O=C1NC(CCC1N1C(C2=CC(=CC(=C2C1=O)F)N1C(C(N(C(C1([2H])[2H])([2H])[2H])CC1CCN(CC1)C1=CC=C(C=C1)C(=C(CC)C1=CC=CC=C1)C1=CC=C(C=C1)O)([2H])[2H])([2H])[2H])=O)=O 2-(2,6-dioxopiperidin-3-yl)-4-fluoro-6-(4-((1-(4-(1-(4-hydroxyphenyl)-2-phenylbut-1-en-1-yl)phenyl)piperidin-4-yl)methyl)piperazin-1-yl-2,2,3,3,5,5,6,6-d8)isoindoline-1,3-dione